dimethylaminoazoliniumdiolate CN(C)C=1[N+](CCC1)([O-])[O-]